C1(CC1)C1=CC(=NN1CC(=O)N1CCC(CC1)C1=CC(=NC=C1)C(=O)NC1CCCC2=CC=CC=C12)C(F)(F)F 4-[1-[2-[5-cyclopropyl-3-(trifluoromethyl)pyrazol-1-yl]acetyl]-4-piperidinyl]-N-tetrahydronaphthalen-1-yl-pyridine-2-carboxamide